C(C)(C)(C)NC1=NC=C2N=C(N(C2=N1)C1CNCC1)NC1=CC=C(C=C1)C(F)(F)F N2-tert-butyl-9-(pyrrolidin-3-yl)-N8-(4-(trifluoromethyl)phenyl)-9H-purine-2,8-diamine